CN1SC2=C(CC1)C=CC=C2 N-methyl-2,3-dihydrobenzothiazine